Benzoyl-7-methoxycoumarin C(C1=CC=CC=C1)(=O)C=1C(OC2=CC(=CC=C2C1)OC)=O